C(C)NC1=C2C(=NC(=C1)NC1=CC3=C(N(CC(O3)(C)C)C)C=C1OC)NC=C2C(F)(F)F 7-((4-(Ethylamino)-3-(trifluoromethyl)-1H-pyrrolo[2,3-b]pyridin-6-yl)amino)-6-methoxy-2,2,4-trimethyl-2H-benzo[1,4]oxazin